(S)-1-((R)-3-amino-1-(4-((6-amino-9H-purin-9-yl)methyl)-6-(4-methoxy-2-(trifluoromethyl)phenyl)pyridin-3-yl)piperidin-3-yl)-2,2-difluoroethan-1-ol N[C@]1(CN(CCC1)C=1C=NC(=CC1CN1C2=NC=NC(=C2N=C1)N)C1=C(C=C(C=C1)OC)C(F)(F)F)[C@@H](C(F)F)O